6-cyclopentanyloxy-9H-carbazole C1(CCCC1)OC=1C=C2C=3C=CC=CC3NC2=CC1